C1(CC1)C1=CC(=NN1)CN1CCCCC1 1-((5-cyclopropyl-1H-pyrazol-3-yl)methyl)piperidin